[1,3]Dioxolane-5-carbaldehyde O1COCC1C=O